C3-chloropyridine-2-carbonitrile ClC=1C(=NC=CC1)C#N